4-Thiazolylalanine S1C=NC(=C1)N[C@@H](C)C(=O)O